Trinonyl-N2-(2-(piperazin-1-yl)ethyl)ethane-1,2-diamine C(CCCCCCCC)C(C(N)(CCCCCCCCC)CCCCCCCCC)NCCN1CCNCC1